methyl 2-(3-((4-(2-(2-aminopyridin-3-yl)-5-phenyl-3H-imidazo[4,5-b]pyridin-3-yl)-2-fluorobenzyl)carbamoyl)phenyl)acetate NC1=NC=CC=C1C1=NC=2C(=NC(=CC2)C2=CC=CC=C2)N1C1=CC(=C(CNC(=O)C=2C=C(C=CC2)CC(=O)OC)C=C1)F